1-phenyl-1H-imidazolium iodomethane salt IC.C1(=CC=CC=C1)N1C=[NH+]C=C1